NC=1C(=C2C(=NC1C(=O)N)N(N=C2C#N)CC)C2=C(C(=CC=C2C)OCC2=CC=CC=C2)C 5-Amino-4-(3-(benzyloxy)-2,6-dimethylphenyl)-3-cyano-1-ethyl-1H-pyrazolo[3,4-b]pyridine-6-carboxamide